ICCCCCN(C(OCC1=CC=CC=C1)=O)C Benzyl (5-iodopentyl)(methyl)carbamate